4-{2-[4-(trifluoromethyl)phenyl]ethyl}-1,3-thiazol-2-amine FC(C1=CC=C(C=C1)CCC=1N=C(SC1)N)(F)F